7-fluoro-5-{7-[(3S,4S)-3-fluoro-2,2,6,6-tetramethylpiperidin-4-yl]-6,7-dihydro-5H-pyrrolo[2,3-c]pyridazin-3-yl}-2-methyl-1,3-benzoxazol-6-ol FC1=C(C(=CC=2N=C(OC21)C)C2=CC1=C(N=N2)N(CC1)[C@@H]1[C@@H](C(NC(C1)(C)C)(C)C)F)O